FC=1C=C(C(=O)NC=2C=C(N(C2)C(C(=O)NCC2=CC=C(C=C2)OC)(C)C)C(=O)OCC)C=C(C1)C(F)(F)F ethyl 4-(3-fluoro-5-(trifluoromethyl)benzamido)-1-(1-((4-methoxybenzyl)amino)-2-methyl-1-oxopropan-2-yl)-1H-pyrrole-2-carboxylate